bi(cyclohexyl)-4,4'-dicarboxylic acid C1(CCC(CC1)C(=O)O)C1CCC(CC1)C(=O)O